O=C1N(CCC(N1)=O)C1=C(C=C(OCCCC(=O)N2CCC(CC2)NC(OC(C)(C)C)=O)C=C1)OC tert-butyl (1-(4-(4-(2,4-dioxotetrahydropyrimidin-1(2H)-yl)-3-methoxyphenoxy)butanoyl)piperidin-4-yl)carbamate